N-[3-([[3-(2,2-difluoroethyl)-1H-pyrazolo[3,4-b]pyridin-5-yl]oxy]methyl)-2,4-difluorophenyl]-5-fluoro-2-methoxypyridine-3-sulfonamide FC(CC1=NNC2=NC=C(C=C21)OCC=2C(=C(C=CC2F)NS(=O)(=O)C=2C(=NC=C(C2)F)OC)F)F